(2R)-6-chloro-4-oxo-N-[3-({[5-(trifluoromethyl)pyridin-2-yl]methyl}carbamoyl)bicyclo[1.1.1]pentan-1-yl]-3,4-dihydro-2H-1-benzopyran-2-carboxamide ClC=1C=CC2=C(C(C[C@@H](O2)C(=O)NC23CC(C2)(C3)C(NCC3=NC=C(C=C3)C(F)(F)F)=O)=O)C1